(Z)-3-((3-butyl-2-methyl-7-(methylthio)-1,1-dioxido-5-(pyridin-3-yl)-2,3,4,5-tetrahydrobenzo[f][1,2,5]thiadiazepin-8-yl)oxy)-2-fluoroacrylic acid C(CCC)C1N(S(C2=C(N(C1)C=1C=NC=CC1)C=C(C(=C2)O\C=C(\C(=O)O)/F)SC)(=O)=O)C